3-[[(2R)-1-(2-cyanoacetyl)piperidin-2-yl]methyl]-3-methyl-1-[(1R)-2-phenyl-1-[(1S,2S,6R,8S)-2,9,9-trimethyl-3,5-dioxa-4-boratricyclo[6.1.1.0[2,6]]dec-4-yl]ethyl]urea C(#N)CC(=O)N1[C@H](CCCC1)CN(C(N[C@@H](CC1=CC=CC=C1)B1O[C@]2([C@@H]3C([C@H](C[C@H]2O1)C3)(C)C)C)=O)C